FC(C=1C=NC(=NC1)N1CC=2C(CC1)=NNC2)(F)F 5-(5-(trifluoromethyl)pyrimidin-2-yl)-4,5,6,7-tetrahydro-2H-pyrazolo[4,3-c]pyridine